ClC1=C(C=CC(=C1)[N+](=O)[O-])NC(NC1=CC(=CC=C1)Cl)=O 3-(2-chloro-4-nitrophenyl)-1-(3-chlorophenyl)-urea